pentyl-(3-hydroxypropyl)-dimethyl-ammonium C(CCCC)[N+](C)(C)CCCO